N-methylamino-L-alanine hydrochloride Cl.CNN[C@@H](C)C(=O)O